NCC=C(CC)CN trans-1,2-diaminomethylbutaneN